(R)-(4-(1-(4-fluorophenyl)-1H-indazol-5-yl)-3-methylpiperazin-1-yl)(phenyl)methanone FC1=CC=C(C=C1)N1N=CC2=CC(=CC=C12)N1[C@@H](CN(CC1)C(=O)C1=CC=CC=C1)C